C(N)(OC1CCC(CC1)(CCN1CCN(CC1)C1=NSC2=C1C=CC(=C2)F)F)=O (cis-4-fluoro-4-(2-(4-(6-fluorobenzo[d]isothiazol-3-yl) piperazin-1-yl) ethyl) cyclohexyl) carbamate